antimony (III) chloride dihydrate O.O.[Sb](Cl)(Cl)Cl